C(C)(=O)NC1=C(C(=O)NC=2SC(=CN2)Cl)C=CC=C1 2-acetamido-N-(5-chlorothiazol-2-yl)benzamide